trans-2-methyl-1,3-dioxan-5-ol C[C@@H]1OC[C@H](CO1)O